(S)-3-amino-6-(2-amino-1H-imidazol-1-yl)-N-((R)-1-(4-(4-(3-cyano-9-ethyl-6,6-dimethyl-11-oxo-6,11-dihydro-5H-benzo[b]carbazol-8-yl)piperazin-1-yl)-4-oxobutyl)pyrrolidin-3-yl)hexanamide N[C@H](CC(=O)N[C@H]1CN(CC1)CCCC(=O)N1CCN(CC1)C=1C(=CC2=C(C(C=3NC4=CC(=CC=C4C3C2=O)C#N)(C)C)C1)CC)CCCN1C(=NC=C1)N